ClC=1C=C2C(=C3C4(NC(NC13)=O)CCCCC4)OC(=C2)C(=O)OCC ethyl 5'-chloro-7'-oxo-7',8'-dihydro-6'H-spiro[cyclohexane-1,9'-furo[2,3-f]quinazoline]-2'-carboxylate